C1=CC=CC=2C3=CC=CC=C3N(C12)C1=CC=C(C=C1)C1=CC=C(C=C1)N1C2=CC=CC=C2C=2C=CC=CC12 4,4'-bis(N-carbazolyl)-biphenyl